di-BocLysine C(=O)(OC(C)(C)C)N([C@@H](CCCCN)C(=O)O)C(=O)OC(C)(C)C